FC1=C(C(=CC=C1)F)C#CC=1C=C2C=CNC2=CC1 5-((2,6-Difluorophenyl)ethynyl)-1H-indole